N1=C(C=CC=C1)C(OCCC)=N propyl pyridineimidate